(2S,3R,4R)-4',7-dihydroxy-4-methoxyflavan-3,4-diol OC1=CC=C([C@@H]2OC3=CC(=CC=C3[C@@]([C@@H]2O)(O)OC)O)C=C1